COC(CCN1/C(/SC=C1)=N/C(=O)C1=CNC2=NC=CC=C21)=O 3-[(2Z)-2-(1H-pyrrolo[2,3-b]pyridine-3-carbonylimino)thiazol-3-yl]propionic acid methyl ester